C[C@H]1[C@@H](CN(CC1)C=O)C1=CC(=NC=2N1N=C(C2)[C@@H]2CC[C@H](CC2)C(F)(F)F)C trans-4-methyl-3-{5-methyl-2-[trans-4-(trifluoromethyl)cyclohexyl]pyrazolo[1,5-a]pyrimidin-7-yl}piperidine-1-carbaldehyde